OC(C(=O)N1CC2=C(C=C(C=C2CC1)C=1C=C2C(=NC1)NC=C2C)[C@H]2N(CCC2)C(=O)OC(C)(C)C)C=2C=NC=CC2 tert-butyl (2S)-2-(2-(2-hydroxy-2-(pyridin-3-yl)acetyl)-6-(3-methyl-1H-pyrrolo[2,3-b]pyridin-5-yl)-1,2,3,4-tetrahydroisoquinolin-8-yl)pyrrolidine-1-carboxylate